ClC1=CC=C(C=C1)C=1C=C(C(N(N1)C1=CC(=CC=C1)F)=O)C(=O)NCC1(CCCCC1)O 6-(4-chlorophenyl)-2-(3-fluorophenyl)-N-[(1-hydroxycyclohexyl)methyl]-3-oxo-2,3-dihydropyridazine-4-carboxamide